ethyl 5H,6H,7H-cyclopenta[c]pyridine-1-carboxylate C1(=NC=CC2=C1CCC2)C(=O)OCC